COC(C1=CC=C(C=C1)N1CCC(CC1)OC1=C(C=CC(=C1)F)Cl)=O.ClC1=C(OC2CCN(CC2)C2=CC=C(C(=O)NN)C=C2)C=C(C=C1)F 4-(4-(2-chloro-5-fluorophenoxy)piperidin-1-yl)benzohydrazide Methyl-4-(4-(2-chloro-5-fluorophenoxy)piperidin-1-yl)benzoate